5-benzylnorbornene C(C1=CC=CC=C1)C1C2C=CC(C1)C2